OC1=C2C3C(C(OC2=CC(=C1C(=O)N1[C@H](CCC1)C(=O)OC)CCCCC)(C)C)CCC(=C3)C methyl (1-hydroxy-6,6,9-trimethyl-3-pentyl-6a,7,8,10a-tetrahydro-6H-benzo[c]chromene-2-carbonyl)-D-prolinate